4-[[4-(3-chlorophenyl)-1-piperazinyl]carbonyl]-2-(2-methoxyphenyl)-1(2H)-phthalazinone ClC=1C=C(C=CC1)N1CCN(CC1)C(=O)C1=NN(C(C2=CC=CC=C12)=O)C1=C(C=CC=C1)OC